FC(C(=O)N1CCC(CC1)OC=1C=C2C(=NC=NC2=CC1OC)NC1=C(C=CC(=C1)C=1OC=CC1)OC)=C 2-fluoro-1-(4-((4-((5-(furan-2-yl)-2-methoxyphenyl)amino)-7-methoxyquinazolin-6-yl)oxy)piperidin-1-yl)prop-2-en-1-one